NCC1=CC(=C(C=C1)NC(=O)C1=CC2=C(OCCC3=C2SC=C3)C=C1C=1C(=NC(=CC1)C(NCCC)=O)C(=O)O)CC(NCC=1C=NC=CC1)=O 3-(9-((4-(aminomethyl)-2-(2-oxo-2-((pyridin-3-ylmethyl)amino)ethyl)phenyl)carbamoyl)-4,5-dihydrobenzo[b]thieno[2,3-d]oxepin-8-yl)-6-(propylcarbamoyl)picolinic acid